COCOC1=CC=C(OCCN(C)C)C=C1 {2-[4-(methoxymethoxy)phenoxy]ethyl}dimethylamine